1-(3,4-dimethyl-1-phenyl-1H-pyrazol-5-yl)-3-((3S,4R)-1-(2-methoxyethyl)-4-phenylpyrrolidin-3-yl)urea CC1=NN(C(=C1C)NC(=O)N[C@@H]1CN(C[C@H]1C1=CC=CC=C1)CCOC)C1=CC=CC=C1